tris-(chloropropyl) phosphate P(=O)(OCCCCl)(OCCCCl)OCCCCl